3-cyclopropyl-5-(2-fluoro-4-iodo-anilino)-6,8-dimethyl-1-[3-[methyl-(methylsulfamoyl)amino]phenyl]-2,4,7-trioxo-pyrido[4,3-d]pyrimidine C1(CC1)N1C(N(C=2C(C1=O)=C(N(C(C2C)=O)C)NC2=C(C=C(C=C2)I)F)C2=CC(=CC=C2)N(S(NC)(=O)=O)C)=O